BrC1=NN2CC(N(CCC2=C1)C(C)C)=O 2-bromo-6-isopropyl-5,6-dihydro-4H-pyrazolo[1,5-d][1,4]diazepin-7(8H)-one